N-{trans-3-[(4-{N-[(7S)-4-fluorobicyclo[4.2.0]octa-1,3,5-trien-7-yl]-N'-hydroxycarbamimidoyl}-1,2,5-oxadiazol-3-yl)oxy]cyclobutyl}-2-hydroxyacetamide FC1=CC=C2C[C@@H](C2=C1)NC(=NO)C=1C(=NON1)O[C@@H]1C[C@H](C1)NC(CO)=O